methyl-hexylether COCCCCCC